METHYL (2R)-2-AMINO-3-(3-FORMYL-2-HYDROXY-5-METHYLPHENYL)PROPANOATE N[C@@H](C(=O)OC)CC1=C(C(=CC(=C1)C)C=O)O